N-(2-methyl-6-(piperidin-1-yl)-2H-indazol-5-yl)-6-(1H-pyrazol-4-yl)picolinamide CN1N=C2C=C(C(=CC2=C1)NC(C1=NC(=CC=C1)C=1C=NNC1)=O)N1CCCCC1